The molecule is an isoquinoline alkaloid consisting of aa tetrahydroisoquinoline core with 4-hydroxy-3-methoxybenzyl, methoxy and hydroxy substituents at positions 1, 6 and 7 respectively; major species at pH 7.3. It is an isoquinoline alkaloid, an isoquinolinol and a member of isoquinolines. It is a conjugate base of a nororientalinium(1+). COC1=C(C=C2C(NCCC2=C1)CC3=CC(=C(C=C3)O)OC)O